1-(3-((6,6-bis((2-propylpentyl)oxy)hexanoyl)oxy)-2-(hydroxymethyl)propyl) 8-methyl octanedioate C(CCCCCCC(=O)OC)(=O)OCC(COC(CCCCC(OCC(CCC)CCC)OCC(CCC)CCC)=O)CO